N-(3-fluoro-4-((6-methoxy-7-(3-(4-methylpiperidin-1-yl)propoxy)quinolin-4-yl)oxy)phenyl)-5-(4-fluorophenyl)-6-oxo-2,3,5,6-tetrahydrofuro[3,2-c]pyridine-7-carboxamide FC=1C=C(C=CC1OC1=CC=NC2=CC(=C(C=C12)OC)OCCCN1CCC(CC1)C)NC(=O)C1=C2C(=CN(C1=O)C1=CC=C(C=C1)F)CCO2